FS(=N)F.[K] potassium bisfluorosulfimide